4-[5-(Oxetan-3-yl)-1,3-Benzooxazol-2-yl]piperidine-1-carboxylic acid tert-butyl ester C(C)(C)(C)OC(=O)N1CCC(CC1)C=1OC2=C(N1)C=C(C=C2)C2COC2